4-(4-cyano-1-methyl-1H-pyrazol-3-yl)-3-methoxy-N-(5-(5-methyl-1H-pyrazol-1-yl)-1,3,4-thiadiazol-2-yl)-2-oxo-2H-pyran-6-carboxamide C(#N)C=1C(=NN(C1)C)C1=C(C(OC(=C1)C(=O)NC=1SC(=NN1)N1N=CC=C1C)=O)OC